N-(7-chloro-5,6-difluoroquinazolin-4-yl)-7-fluorobenzo[d]thiazol-6-amine ClC1=C(C(=C2C(=NC=NC2=C1)NC1=C(C2=C(N=CS2)C=C1)F)F)F